C1(=CC=CC=C1)SCCNCCSC1=CC=CC=C1 di(2-phenylthio-ethyl)-amine